1-((3-bromopyridin-4-yl)methyl)-4-(3,4,5-trifluorophenyl)pyrrolidin-2-one BrC=1C=NC=CC1CN1C(CC(C1)C1=CC(=C(C(=C1)F)F)F)=O